C1(CC1)N1C(=NC2=C(C=C(C=C2C1=O)F)C1C(C1)C1=C(C(=O)OC)C=CC=C1)N1CCOCC1 methyl 2-(2-(3-cyclopropyl-6-fluoro-2-morpholino-4-oxo-3,4-dihydroquinazolin-8-yl)cyclopropyl)benzoate